1-(4-(6-((R)-3-methylpyrrolidin-1-yl)pyrazin-2-yl)-1H-1,2,3-triazol-1-ylethyl)pyridin-2(1H)-one C[C@H]1CN(CC1)C1=CN=CC(=N1)C=1N=NN(C1)CCN1C(C=CC=C1)=O